4-(6-bromopyrazin-2-yl)-3,6-dihydropyridine BrC1=CN=CC(=N1)C=1CC=NCC1